OCCOC(=O)C1(CCC2(OCCO2)CC1)NC(CC1=C(C=C(C=C1C)C)C)=O 8-[(mesitylacetyl)amino]-1,4-dioxaspiro[4.5]decane-8-carboxylic acid 2-hydroxyethyl ester